C1=CC=CC2=CC=3C(C=C4C=5C(=CC=6C7=CC=CC8=CC=CC(C3C64)=C87)C=8C=CC=CC8C5)=C12 bisindenoperylene